ClC1=CC=C(C=C1)S(=O)(=O)N[C@@H]1[C@H](N(C(C1)=O)CC1=CC=CC=C1)C1=CC=CC=C1 |r| 4-chloro-N-[rac-(2R,3S)-1-benzyl-5-oxo-2-phenylpyrrolidin-3-yl]benzenesulfonamide